pentaerythritol monobehenate C(CCCCCCCCCCCCCCCCCCCCC)(=O)OCC(CO)(CO)CO